[Cl-].C(C)(C)C1=C(C(=CC=C1)C(C)C)N1CN(C=C1)C1=C(C=CC=C1C(C)C)C(C)C 1,3-di-(2,6-diisopropylphenyl)imidazole chloride